1,1-difluoro-N-[(3S)-1-{(5S)-5-[5-methyl-3-(2,4,6-trifluorophenyl)pyridin-2-yl]-4,5-dihydro-1,2-oxazol-3-yl}pyrrolidin-3-yl]methanesulfonamide FC(S(=O)(=O)N[C@@H]1CN(CC1)C1=NO[C@@H](C1)C1=NC=C(C=C1C1=C(C=C(C=C1F)F)F)C)F